ClC(C=O)C=O 2-Chloromalonaldehyde